FC1=C(C(=C(C(=C1[B-](C1=C(C(=C(C(=C1F)F)F)F)F)(C1=C(C(=C(C(=C1F)F)F)F)F)C1=C(C(=C(C(=C1F)F)F)F)F)F)F)F)F.CC1=CC=C(C=C1)[IH+] (p-methylphenyl)iodonium tetrakis(pentafluorophenyl)borate